O[C@H](CNC(=O)[C@@H]1C(CCC[C@H]1C)(C)C)C1=CC=CC=C1 (1S,6R)-N-((S)-2-hydroxy-2-phenylethyl)-2,2,6-trimethylcyclohexane-1-carboxamide